C1CCC2=C(C=3CCCC3C=C12)NC(=O)N[S@@](=O)(=N)C=1C=NN2C1OCC[C@H](C2)NC (S,7R)-N-((1,2,3,5,6,7-hexahydro-s-indacen-4-yl)carbamoyl)-7-(methylamino)-5,6,7,8-tetrahydropyrazolo[5,1-b][1,3]oxazepine-3-sulfonimidamide